3-((5-(imidazo[1,2-b]pyridazin-6-yl)pyrrolo[2,1-f][1,2,4]triazin-2-yl)amino)-1-methylcyclobutan-1-ol N=1C=CN2N=C(C=CC21)C=2C=CN1N=C(N=CC12)NC1CC(C1)(O)C